N-(3-chloro-2-fluorophenyl)-4-{3-(cyanomethyl)-3-[4-(7H-pyrrolo[2,3-d]pyrimidin-4-yl)-1H-pyrazol-1-yl]azetidin-1-yl}piperidine-1-carboxamide ClC=1C(=C(C=CC1)NC(=O)N1CCC(CC1)N1CC(C1)(N1N=CC(=C1)C=1C2=C(N=CN1)NC=C2)CC#N)F